N-[(3R)-3-Aminopyrrolidin-1-yl]sulfonyl-6-(3-fluoro-5-isobutoxyphenyl)-2-(p-tolyl)pyridin-3-carboxamid N[C@H]1CN(CC1)S(=O)(=O)NC(=O)C=1C(=NC(=CC1)C1=CC(=CC(=C1)OCC(C)C)F)C1=CC=C(C=C1)C